(2R,3R,4S,5R,6R)-5-hydroxy-6-(hydroxymethyl)-2-(1H-indol-1-yl)-4-(phosphonooxy)tetrahydro-2H-pyran-3-yl 2-aminobenzoate NC1=C(C(=O)O[C@H]2[C@@H](O[C@@H]([C@H]([C@@H]2OP(=O)(O)O)O)CO)N2C=CC3=CC=CC=C23)C=CC=C1